O(C1=CC=CC=C1)C1=CC(=NC=C1)C#N 4-phenoxypyridinecarbonitrile